C(#N)C1=CC=C(C=C1)C=CC(C)=O 4-(4-cyanophenyl)-3-buten-2-one